cis-cyclopentane-4,4-d2-1,2-diol [C@@H]1([C@H](CC(C1)([2H])[2H])O)O